L-1-butyl-3-methylimidazolium chloride [Cl-].C(CCC)N1C=[N+](C=C1)C